1-(5-amino-3-(difluoromethyl)-2-fluorophenyl)ethane-1-one NC=1C=C(C(=C(C1)C(C)=O)F)C(F)F